(4R)-4-cyano-4-methyl-isochroman-6-carboxylic acid C(#N)[C@@]1(COCC2=CC=C(C=C12)C(=O)O)C